P(=O)(OCCC(C(C(C(F)(F)F)(F)F)(F)F)(F)F)(OCCC(C(C(C(F)(F)F)(F)F)(F)F)(F)F)O Bis(3,3,4,4,5,5,6,6,6-nonafluorohexyl) hydrogen phosphate